tert-butyl 2-(4-((3-carbamoyl-6-(2,6-difluorophenyl) pyridazin-4-yl) amino) phenyl)-2-methylpropionate C(N)(=O)C=1N=NC(=CC1NC1=CC=C(C=C1)C(C(=O)OC(C)(C)C)(C)C)C1=C(C=CC=C1F)F